(S)- and (R)-4-(2-((2-(6-(1-methyl-1H-1,2,3-triazol-4-yl)-1H-indol-3-yl)-2-oxo-1-phenylethyl)amino)ethyl)benzamide CN1N=NC(=C1)C1=CC=C2C(=CNC2=C1)C([C@H](C1=CC=CC=C1)NCCC1=CC=C(C(=O)N)C=C1)=O |r|